C(C)(=O)N1S(C2=C(C=C(C=C2)C)C12C(N(C(C2)=O)CC2=CC=CC=C2)=O)(=O)=O 2-acetyl-5-methyl-1'-benzyl-2H-spiro[benzo[d]isothiazole-3,3'-pyrrolidine]-2',5'-dione 1,1-dioxide